1-(2,3-difluoro-5-(2-(4,4,5,5-tetramethyl-1,3,2-dioxaborolan-2-yl)cyclopropyl)phenyl)-4-methoxy-1H-pyrazole FC1=C(C=C(C=C1F)C1C(C1)B1OC(C(O1)(C)C)(C)C)N1N=CC(=C1)OC